(E)-2-chloro-4-(3-methylmorpholinyl)-7-(2-(Methylsulfonyl)propan-2-yl)thieno[3,2-d]pyrimidine ClC=1N=C(C2=C(N1)C(=CS2)C(C)(C)S(=O)(=O)C)N2C(COCC2)C